7-(benzyloxy)-3-bromo-4-(4-(2,2-diethoxyethoxy)phenyl)-1,2-dihydronaphthalene C(C1=CC=CC=C1)OC1=CC=C2C(=C(CCC2=C1)Br)C1=CC=C(C=C1)OCC(OCC)OCC